3-[4-[2-(2-hydroxyethyl)-2,7-diazaspiro[3.5]non-7-yl]phenyl]-piperidine-2,6-dione OCCN1CC2(C1)CCN(CC2)C2=CC=C(C=C2)C2C(NC(CC2)=O)=O